rac-N-[(5R,6S)-5-[([1,1'-biphenyl]-3-yl)methyl]-1-methyl-4-oxo-3-(propan-2-yl)-1,4,5,6,7,8-hexahydrocinnolin-6-yl]methanesulfonamide C1(=CC(=CC=C1)C[C@@H]1C=2C(C(=NN(C2CC[C@@H]1NS(=O)(=O)C)C)C(C)C)=O)C1=CC=CC=C1 |r|